tert-butyl N-[5-[[5-[(1,5-dimethyl-1,2,4-triazol-3-yl)carbamoyl]-4-fluoro-2-methylphenyl]carbamoyl]-1,3-thiazol-2-yl]carbamate CN1N=C(N=C1C)NC(=O)C=1C(=CC(=C(C1)NC(=O)C1=CN=C(S1)NC(OC(C)(C)C)=O)C)F